C(C1=CC=CC=C1)OC1=CC=C(C=C1)CC=1C=C(C=CC1Cl)[C@@H](C1C(C2C(OC(O2)(C)C)O1)O)O 5-[(S)-[3-[(4-benzyloxyphenyl)methyl]-4-chloro-phenyl]-hydroxy-methyl]-2,2-dimethyl-3a,5,6,6a-tetrahydrofuro[2,3-d][1,3]dioxolan-6-ol